aluminum-iron [Fe].[Al]